OC(CCCCCCCCCCCC(=O)O)CCC(CCCC)O 13,16-Dihydroxyicosanoic acid